N-phenyl-azaindole C1(=CC=CC=C1)N1N=CC2=CC=CC=C12